(S)-2'-chloro-6'-(5-phenyl-1H-imidazol-2-yl)-4-{[(1R)-1-phenylbutyl]carbamoyl}-[1,1'-biphenyl]-2-carboxylic acid ClC1=C(C(=CC=C1)C=1NC(=CN1)C1=CC=CC=C1)C=1C(=CC(=CC1)C(N[C@H](CCC)C1=CC=CC=C1)=O)C(=O)O